C1(CC1)C=1C=C(N(N1)C)CN1CC2(C1)CNC2 2-[(5-cyclopropyl-2-methyl-pyrazol-3-yl)methyl]-2,6-diazaspiro[3.3]heptane